CC(CC(CO)O)(C)O 4-Methylpentane-1,2,4-triol